S1C=NC2=C1C=1C(C(N=NC1)=O)=N2 thiazolo[5',4':4,5]pyrrolo[2,3-d]pyridazin-5-one